1-((1R,3R,5S)-3-((5-cyclopropyl-3-(2,6-difluorophenyl)isoxazol-4-yl)methoxy)-8-azabicyclo[3.2.1]octane-8-carbonyl)indoline-4-carboxylic acid C1(CC1)C1=C(C(=NO1)C1=C(C=CC=C1F)F)COC1C[C@H]2CC[C@@H](C1)N2C(=O)N2CCC=1C(=CC=CC21)C(=O)O